(E)-1-chloro-4-(3-chloro-2-phenylprop-1-en-1-yl)benzene ClC1=CC=C(C=C1)\C=C(\CCl)/C1=CC=CC=C1